methyl 2-(methyl ((S)-pyrrolidin-3-yl) amino)-2-phenylacetate CN(C(C(=O)OC)C1=CC=CC=C1)[C@@H]1CNCC1